FC(C(=O)O)(F)F.C(#N)C1=CC=C(C=C1)[C@@H]1C[C@H](C1)OC=1N=NNC1C(=O)O 4-((trans)-3-(4-cyanophenyl)cyclobutoxy)-1H-1,2,3-triazole-5-carboxylic acid 2,2,2-trifluoroacetate